C(C)(=O)N1CCC(=CC1)C=1C(=NN(C1)CC(=O)N1[C@@H](C[C@H](C1)F)C(NC1=NC(=CC=C1)Br)=O)C(=O)N 4-(1-acetyl-1,2,3,6-tetrahydropyridin-4-yl)-1-(2-((2S,4R)-2-((6-bromopyridin-2-yl)carbamoyl)-4-fluoropyrrolidin-1-yl)-2-oxoethyl)-1H-pyrazole-3-carboxamide